OCC1(COC1)NC1=NC(=CC(=C1)C=1C=C(C=CC1C)NC(=O)N1C[C@@H](CC1)CC(F)(F)F)N1CCOCC1 (S)-N-(3-(2-((3-(hydroxymethyl)oxetan-3-yl)amino)-6-morpholinopyridin-4-yl)-4-methylphenyl)-3-(2,2,2-trifluoroethyl)pyrrolidine-1-carboxamide